2-[1-[2-(difluoromethyl)-4-[(2,6-dioxo-3-piperidyl)amino]phenyl]-4-hydroxy-4-piperidyl]acetic acid FC(C1=C(C=CC(=C1)NC1C(NC(CC1)=O)=O)N1CCC(CC1)(O)CC(=O)O)F